FC(OC1=C(C(=NN1C)C(F)(F)F)CSC1=NOC(C1)(C)C)F 3-[[5-(difluoromethoxy)-1-methyl-3-(trifluoromethyl)pyrazole-4-yl]methylsulfanyl]-5,5-dimethyl-4H-isoxazole